cis-2,6-dicyclohexyl-4-(5-isopropoxy-2-methyl-4-nitrophenyl)-1-methyl-1,2,3,6-tetrahydropyridine C1(CCCCC1)[C@@H]1N([C@@H](C=C(C1)C1=C(C=C(C(=C1)OC(C)C)[N+](=O)[O-])C)C1CCCCC1)C